C(C(O)CC(=O)O)(=O)O.C(\C=C\C1=CC(OC)=C(O)C(OC)=C1)(=O)O sinapic acid malate